CC1=CC(=NO1)C(=O)N1[C@@H]([C@@H]2[C@H](C1)CCC2)C(=O)N[C@@H](C[C@H]2C(NCC2)=O)C(COC(F)(F)F)=O (1S,3aR,6aS)-2-(5-methylisoxazole-3-carbonyl)-N-((S)-3-oxo-1-((S)-2-oxopyrrolidin-3-yl)-4-(trifluoromethoxy)butan-2-yl)octahydrocyclopenta[c]pyrrole-1-carboxamide